N-(2-(1-(2-(3,9-diazaspiro[5.5]undec-3-yl)ethyl)piperidin-4-yl)-6-(2-hydroxy-prop-2-yl)-2H-indazol-5-yl)-6-(trifluoromethyl)pyridinecarboxamide C1CN(CCC12CCNCC2)CCN2CCC(CC2)N2N=C1C=C(C(=CC1=C2)NC(=O)C2=NC(=CC=C2)C(F)(F)F)C(C)(C)O